2-(5-bromo-3-ethylsulfonyl-2-pyridinyl)-6-cyclopropyl-7-(trifluoromethyl)-imidazo[1,2-c]pyrimidin-5-one BrC=1C=C(C(=NC1)C=1N=C2N(C(N(C(=C2)C(F)(F)F)C2CC2)=O)C1)S(=O)(=O)CC